2-((S)-1-propenoyl-4-(7-(8-methylnaphthalen-1-yl)-2-(((R)-tetrahydrofurane-3-yloxy)methyl)-5,6,7,8-tetrahydropyrido[3,4-d]pyrimidin-4-yl)piperazin-2-yl)acetonitrile C(C=C)(=O)N1[C@H](CN(CC1)C=1C2=C(N=C(N1)CO[C@H]1COCC1)CN(CC2)C2=CC=CC1=CC=CC(=C21)C)CC#N